sodium 4-{[9-Chloro-7-(2-fluoro-6-methoxyphenyl)-5H-pyrimido[5,4-d][2]benzazepin-2-yl] amino}-2-methoxybenzoate ClC1=CC2=C(C3=C(CN=C2C2=C(C=CC=C2OC)F)C=NC(=N3)NC3=CC(=C(C(=O)[O-])C=C3)OC)C=C1.[Na+]